5,7-difluoro-4-oxo-1,4-dihydroquinolin-2-yl-4-(isopropylsulfonyl)benzonitrile FC1=C2C(C=C(NC2=CC(=C1)F)C1=C(C#N)C=CC(=C1)S(=O)(=O)C(C)C)=O